FC1=C(C=CC=C1B1OC(C(O1)(C)C)(C)C)NC(C)=O N-[2-fluoro-3-(tetramethyl-1,3,2-dioxaborolan-2-yl)phenyl]acetamide